methyl 2-aminothiazolo[5,4-b]pyridine-5-carboxylate NC=1SC2=NC(=CC=C2N1)C(=O)OC